OC=1C=C(C=CC1C)NC(=O)N1CCN(CC1)S(=O)(=O)C=1C=C(N(C1)C)C(=O)OC methyl 4-((4-((3-hydroxy-4-methylphenyl)carbamoyl) piperazin-1-yl)sulfonyl)-1-methyl-1H-pyrrole-2-carboxylate